cis-(3-(((benzyloxy)carbonyl)amino)cyclohexyl)(methyl)carbamic acid benzyl ester C(C1=CC=CC=C1)OC(N(C)[C@@H]1C[C@@H](CCC1)NC(=O)OCC1=CC=CC=C1)=O